(E)-5-(METHYLTHIO)PENT-2-ENOIC ACID CSCC/C=C/C(=O)O